5-({[(1-oxyl-2,2,6,6-tetramethylpiperidin-4-yl)oxy]carbonyl}amino)pentanoate ON1C(CC(CC1(C)C)OC(=O)NCCCCC(=O)[O-])(C)C